FC1(CCN(CC1)C1=CC2=C(C[C@](O2)(C)CO)C=C1NC(=O)C=1C=NN2C1N=CC=C2)F N-[(2R)-6-(4,4-difluoro-1-piperidyl)-2-(hydroxymethyl)-2-methyl-3H-benzofuran-5-yl]pyrazolo[1,5-a]pyrimidine-3-carboxamide